C(C)(C)C=1C(=NNC1C=1C=C(C=2N(C1)N=CN2)OC)C=2SC(=C(N2)C)N2CCN(CC2)CC(=O)N(C)C 2-(4-(2-(4-isopropyl-5-(8-methoxy-[1,2,4]triazolo[1,5-a]pyridin-6-yl)-1H-pyrazol-3-yl)-4-methylthiazol-5-yl)piperazin-1-yl)-N,N-dimethylacetamide